3-[3-cyclopropyl-2-oxo-5-(4-piperidyl)benzimidazol-1-yl]piperidine-2,6-dione C1(CC1)N1C(N(C2=C1C=C(C=C2)C2CCNCC2)C2C(NC(CC2)=O)=O)=O